C1(CC1)OCC1=NC=CC(=C1)C(=O)N(C)OC 2-(cyclopropoxymethyl)-N-methoxy-N-methyl-pyridine-4-carboxamide